N-ethyl-N-[[6-[(trans)-2-(6-iodo-1-tetrahydropyran-2-yl-indazol-3-yl)vinyl]-3-pyridinyl]methyl]ethanamine C(C)N(CC)CC=1C=NC(=CC1)\C=C\C1=NN(C2=CC(=CC=C12)I)C1OCCCC1